2-(2,6-dioxopiperidin-3-yl)-4-((4-(2-((hexahydro-2,5-methanopentalen-3a(1H)-yl)amino)ethyl)benzyl)amino)isoindoline-1,3-dione O=C1NC(CCC1N1C(C2=CC=CC(=C2C1=O)NCC1=CC=C(C=C1)CCNC12CC3CC2CC(C1)C3)=O)=O